COC(C1=C(C=CC(=C1)OC)F)=O 2-fluoro-5-methoxybenzoic acid methyl ester